Acetylimidazole CC(=O)N1C=CN=C1